ClC=1C(N(N=CC1C=1N=NN(C1)C)CC1=NC(=NO1)CCC1=CC=C(C=C1)Cl)=O 4-chloro-2-({3-[2-(4-chlorophenyl)ethyl]-1,2,4-oxadiazol-5-yl}methyl)-5-(1-methyl-1H-1,2,3-triazol-4-yl)-2,3-dihydropyridazin-3-one